N,N-diphenylbenzylamine C1(=CC=CC=C1)N(C1=CC=CC=C1)CC1=CC=CC=C1